CN1C(=NC=2C(N(C=3N=C(C=CC3C21)C(F)(F)F)C2=CC=CC=C2)=O)C2=CC1=CN(N=C1C=C2)C 1-methyl-2-(2-methyl-2H-indazol-5-yl)-5-phenyl-7-(trifluoromethyl)-1,5-dihydro-4H-imidazo[4,5-c][1,8]naphthyridin-4-one